C(CCC)OC(=O)C1=CC2=C(N=C(O2)C2=CC(=CC(=C2)Cl)Cl)C=C1 2-(3,5-dichlorophenyl)benzo[d]oxazole-6-carboxylic acid butyl ester